C(C1CO1)C(C(=O)OC)=C methyl alcohol glycidyl-acrylate